8-[[5-[(2R)-2-(2,5-difluorophenyl)pyrrolidin-1-yl]pyrazolo[1,5-a]pyrimidine-3-carbonyl]amino]octanoic acid FC1=C(C=C(C=C1)F)[C@@H]1N(CCC1)C1=NC=2N(C=C1)N=CC2C(=O)NCCCCCCCC(=O)O